P(=O)(O)(O)O.N1=CN=C(C2=C1NC=C2)C=2C=NN(C2)[C@H](CC#N)C2CCCC2 (R)-3-(4-(7H-pyrrolo[2,3-d]pyrimidin-4-yl)-1H-pyrazol-1-yl)-3-cyclopentylpropanenitrile phosphate salt